8-ethoxy-3-(4-(2,2,2-trifluoroethoxy)phenyl)-2-(trifluoromethyl)-4H-pyrido[1,2-a]pyrimidin-4-one C(C)OC1=CC=2N(C(C(=C(N2)C(F)(F)F)C2=CC=C(C=C2)OCC(F)(F)F)=O)C=C1